O=CC[C@H](O)CO deoxyerythrose